tert-butyl 6-(7-(4-(dimethylcarbamoyl)-3-methylphenyl)-5-tosyl-5H-pyrrolo[2,3-b]pyrazin-2-yl)-8-methyl-3,4-dihydroisoquinoline-2(1H)-carboxylate CN(C(=O)C1=C(C=C(C=C1)C1=CN(C2=NC=C(N=C21)C=2C=C1CCN(CC1=C(C2)C)C(=O)OC(C)(C)C)S(=O)(=O)C2=CC=C(C)C=C2)C)C